5,5'-dimethoxy-2,2'-diphenyl-1,1',9,9'-tetrahydro-9,9'-bichromeno[2,3-d]imidazole COC1=CC=CC=2C(C3=C(N=C(N3)C3=CC=CC=C3)OC12)C1C=2C=CC=C(C2OC=2N=C(NC21)C2=CC=CC=C2)OC